CC=1C=CC=2N(C3=CC=CC=C3C2C1)C1=CC=C(C=C1)C1=CC(=C(C(=N1)N1C2=CC=CC=C2C=2C=C(C=CC12)C1=CC=CC=C1)N1C2=CC=CC=C2C=2C=C(C=CC12)C1=CC=CC=C1)C1=C(C=CC=C1)C=1SC2=C(N1)C=CC=C2 2-(2-(6-(4-(3-methyl-9H-carbazol-9-yl)phenyl)-2,3-bis(3-phenyl-9H-carbazol-9-yl)pyridin-4-yl)phenyl)benzo[d]thiazole